methyl (S)-3-amino-4-methyl-pentanoate N[C@@H](CC(=O)OC)C(C)C